N1=C(C=CC=C1)CN(CC1=CC=C(C=C1)CNC1CCCC=2C=CC(=NC12)C1=CC=CC=C1)CC1=NC=CC=C1 bis(2-pyridylmethyl)-N'-(2-phenyl-5,6,7,8-tetrahydro-8-quinolinyl)-1,4-xylylenediamine